1-((7-(dimethoxymethyl)-4-((tert-butyldiphenylsilyl)oxy)-1,2,3,4-tetrahydro-2,4-methylene-1,8-naphthyridin-6-yl)methyl)-4-methylpiperazin-2-one COC(C1=C(C=C2C3(CC(NC2=N1)C3)O[Si](C3=CC=CC=C3)(C3=CC=CC=C3)C(C)(C)C)CN3C(CN(CC3)C)=O)OC